The molecule is the (1S,6R)-enantiomer of cis-1,6-dihydroxycyclohexa-2,4-dienecarboxylate. It is a conjugate base of a (1S,6R)-1,6-dihydroxycyclohexa-2,4-dienecarboxylic acid. It is an enantiomer of a (1R,6S)-1,6-dihydroxycyclohexa-2,4-diene-1-carboxylate. C1=C[C@H]([C@@](C=C1)(C(=O)[O-])O)O